bromomethyl-1,1'-biphenyl BrCC1=C(C=CC=C1)C1=CC=CC=C1